C(C)(C)(C)OC(=O)N1CCC(CC1)NC1=NC=C(C(=N1)C1=NN(C2=CC(=CC=C12)C(=O)OC)COCC[Si](C)(C)C)Cl methyl 3-(2-((1-(tert-butoxycarbonyl)piperidin-4-yl)amino)-5-chloropyrimidin-4-yl)-1-((2-(trimethylsilyl)ethoxy)methyl)-1H-indazole-6-carboxylate